disuccinimidyl carbonate C(ON1C(CCC1=O)=O)(ON1C(CCC1=O)=O)=O